(R)-3-((5-cyclopropyl-4-(2-(ethoxymethoxy)-4-formylphenyl)pyridazin-3-yl)amino)piperidin C1(CC1)C=1C(=C(N=NC1)N[C@H]1CNCCC1)C1=C(C=C(C=C1)C=O)OCOCC